NCCOCCOCCOC=1C=C(C(=O)C=2N=C(SC2)[C@H]2N(CCC2)C([C@H](C2CCCCC2)NC(=O)[C@H](C)N(C(OC(C)(C)C)=O)C)=O)C=CC1 Tert-butyl N-[(1s)-1-[[(1S)-2-[(2S)-2-[4-(3-[2-[2-(2-aminoethoxy)ethoxy]ethoxy]benzoyl)-1,3-thiazol-2-yl]pyrrolidin-1-yl]-1-cyclohexyl-2-oxoethyl]carbamoyl]ethyl]-N-methylcarbamate